C(CC)N[C@@H](C(C)C)C(=O)O propyl-L-valine